1-(aminomethyl)-N-neopentyl-cyclohexane-1-amine NCC1(CCCCC1)NCC(C)(C)C